1-(3-fluorobicyclo[1.1.1]pentan-1-yl)-N-((6-((4-(6-nitro-1H-indazole-4-yl)-1H-1,2,3-triazol-1-yl)methyl)-1H-indol-2-yl)methyl)methylamine FC12CC(C1)(C2)CNCC=2NC1=CC(=CC=C1C2)CN2N=NC(=C2)C2=C1C=NNC1=CC(=C2)[N+](=O)[O-]